2-(3-iodophenoxy)-9H-carbazole IC=1C=C(OC2=CC=3NC4=CC=CC=C4C3C=C2)C=CC1